C1(CC1)C=1N=C2N(C=C(C(=C2)O)C(=O)NC2=NC(=CC=C2)OC)C1 2-cyclopropyl-7-hydroxy-N-(6-methoxypyridin-2-yl)imidazo[1,2-a]pyridine-6-carboxamide